2-allylisoquinolin-2-ium Tetrafluoroborate F[B-](F)(F)F.C(C=C)[N+]1=CC2=CC=CC=C2C=C1